3-(pyridine-4-yl)-6-(p-tolyl)-7H-[1,2,4]triazolo[3,4-b][1,3,4]thiadiazine N1=CC=C(C=C1)C1=NN=C2SCC(=NN21)C2=CC=C(C=C2)C